ClC1=CN(C2=CC=C(C=C12)CN1CCC(CC1)O)C1=NOC(=N1)C1=CC(=C(C=C1)OC(C)C)Cl ((3-chloro-1-(5-(3-chloro-4-isopropoxyphenyl)-1,2,4-oxadiazol-3-yl)-1H-indol-5-yl)methyl)piperidin-4-ol